Cl.C(C1=CC=CC=C1)OC(CCCOC=1C=C(C(=O)OCCCBr)C=C(C1OC)OC)CCN1CCNCCC1 3-bromopropyl 3-{[4-(benzyl oxy)-6-(1,4-diazepan-1-yl)hexyl]oxy}-4,5-dimethoxybenzoate hydrochloride